ethyl 2-({6-[(1,3-benzothiazol-2-yl) amino]-5-methylpyridazin-3-yl} (2,2-dimethoxyethyl) amino)-1,3-thiazole-4-carboxylate S1C(=NC2=C1C=CC=C2)NC2=C(C=C(N=N2)N(C=2SC=C(N2)C(=O)OCC)CC(OC)OC)C